3,3'-(1,2-Phenylene)bis{1-[2-(triethoxysilyl)ethyl]-5-methyl-1,2,4-triazole} C1(=C(C=CC=C1)C1=NN(C(=N1)C)CC[Si](OCC)(OCC)OCC)C1=NN(C(=N1)C)CC[Si](OCC)(OCC)OCC